3-CHLORO-5-VINYLPHENYLBORONIC ACID ClC=1C=C(C=C(C1)C=C)B(O)O